CNC1=C(C(=O)O)C=CC(=C1)C#CC1=C(C=CC=C1)NS(=O)(=O)C=1C(=CC=C2C=CC=NC12)C 2-(methylamino)-4-{2-[2-(7-methylquinoline-8-sulfonamido)phenyl]-ethynyl}benzoic acid